1-[4-(5-{[(2R,3S,5S)-2-fluoro-9-azabicyclo[3.3.1]nonan-3-yl](methyl)amino}pyrazin-2-yl)-3-hydroxyphenyl]-1H-imidazole-4-carbonitrile F[C@@H]1C2CCC[C@@H](C[C@@H]1N(C=1N=CC(=NC1)C1=C(C=C(C=C1)N1C=NC(=C1)C#N)O)C)N2